FC(C#CC(=O)OCC)(F)F ethyl 4,4,4-trifluorobut-2-ynoate